2-ethyl 8-(2-methoxyethyl) (2S,5R)-3-((4-(benzyloxy)-3-fluorophenyl)sulfonyl)-3,8-diazabicyclo[3.2.1]-octane-2,8-dicarboxylate C(C1=CC=CC=C1)OC1=C(C=C(C=C1)S(=O)(=O)N1[C@@H](C2CC[C@H](C1)N2C(=O)OCCOC)C(=O)OCC)F